FC(C(=O)O)(F)F.C[C@H]1CN(C[C@H](N1)C)C1=CC(=C2C(=NN(C2=C1)C(C)=O)NC=1C=C(C=2N(C1)C=C(N2)C)F)F 1-(6-((3S,5R)-3,5-dimethylpiperazin-1-yl)-4-fluoro-3-((8-fluoro-2-methylimidazo-[1,2-a]pyridin-6-yl)amino)-1H-indazol-1-yl)ethan-1-one 2,2,2-trifluoroacetate